(3S)-5,6-dichloro-1'-[3-(hydroxymethyl)cyclopentanecarbonyl]-1H-spiro[indole-3,3'-pyrrolidin]-2-one ClC=1C=C2C(=CC1Cl)NC([C@]21CN(CC1)C(=O)C1CC(CC1)CO)=O